N-((1s,4s)-4-(3-aminopropanamido)-4-methylcyclohexyl)-7-methyl-1H-indole NCCC(=O)NC1(CCC(CC1)N1C=CC2=CC=CC(=C12)C)C